ethyl 1-(3-((tert-butyldimethylsilyl)oxy)propyl)-4-fluoro-1H-pyrazole-5-carboxylate [Si](C)(C)(C(C)(C)C)OCCCN1N=CC(=C1C(=O)OCC)F